5-chloro-2-[(4-methyl-3-oxopiperazin-1-yl)methyl]-7,8-dihydro-6H-spiro[[1,3]oxazolo[5,4-f]quinazoline-9,1'-cyclohexan]-7-one ClC=1C=C2C(=C3C1NC(NC31CCCCC1)=O)OC(=N2)CN2CC(N(CC2)C)=O